tert-butyl 6-(1-(6-chloro-1H-benzo[d]imidazol-2-yl)ethyl)-3,4-dihydro-1,5-naphthyridine-1(2H)-carboxylate ClC=1C=CC2=C(NC(=N2)C(C)C=2N=C3CCCN(C3=CC2)C(=O)OC(C)(C)C)C1